CC1=CC=C(CC(C(=O)C2=CC=C(C=C2)N2CCOCC2)(CC)N(C)C)C=C1 2-(4-methyl-benzyl)-2-(dimethylamino)-1-(4-morpholinylphenyl)-butan-1-one